N-(4-(2-Ethoxyethoxy)benzyl)-2-(2-isopropylphenyl)-5-methoxypyrimidin-4-amine C(C)OCCOC1=CC=C(CNC2=NC(=NC=C2OC)C2=C(C=CC=C2)C(C)C)C=C1